9-(3-fluorotetrahydro-2H-pyran-4-yl)-7-methyl-2-(methylthio)-7,9-dihydro-8H-purin-8-one FC1COCCC1N1C2=NC(=NC=C2N(C1=O)C)SC